Cl.Cl.ClC1=CC2=C(N(C=N2)CCC[C@H]2NCCC[C@@H]2O)C(=C1)C1=COC=C1 (2R,3S)-2-(3-(5-chloro-7-(furan-3-yl)-1H-benzo[d]imidazol-1-yl)propyl)piperidin-3-ol dihydrochloride